6-pyrazinyl formate C(=O)OC1=CN=CC=N1